(3-(7,8-dichloro-4-(1H-imidazol-1-yl)quinolin-2-yl)phenyl)methanol ClC1=CC=C2C(=CC(=NC2=C1Cl)C=1C=C(C=CC1)CO)N1C=NC=C1